4,4'-(hexafluoroisopropylidene)bis(4-phenoxyaniline) FC(C(C(F)(F)F)(C1(CC=C(N)C=C1)OC1=CC=CC=C1)C1(CC=C(N)C=C1)OC1=CC=CC=C1)(F)F